NCCC1(CCC1)C[C@H]([C@@H](C)NC(OC(C)(C)C)=O)CNC1=C(C=C(C(=C1)F)S(N(C1=NC=NS1)CC1=C(C=C(C=C1)OC)OC)(=O)=O)F Tert-butyl ((2R,3S)-4-(1-(2-aminoethyl)cyclobutyl)-3-(((4-(N-(2,4-dimethoxybenzyl)-N-(1,2,4-thiadiazol-5-yl)sulfamoyl)-2,5-difluorophenyl)amino)methyl)butan-2-yl)carbamate